NC1=C(C=NN1C(C)(C)C)C(=O)N 5-amino-1-tert-butyl-1H-pyrazole-4-carboxamide